ClC1=CC=C(C=C1)C#CCOC1=C(C=C(C=C1)CCNC(C(C(C)C)NS(=O)(=O)CC)=O)OC N-[2-[4-[[3-(4-chlorophenyl)-2-propyn-1-yl]oxy]-3-methoxyphenyl]ethyl]-3-methyl-2-[(ethylsulfonyl)amino]-butanamide